2-(1-(2,2-Diphenylethyl)piperidin-4-yl)acetic acid (S)-4-ethyl-4-hydroxy-3,14-dioxo-3,4,12,14-tetrahydro-1H-pyrano[3',4':6,7]indolizino[1,2-b]quinolin-9-yl ester C(C)[C@]1(C(OCC=2C(N3CC=4C(=NC=5C=CC(=CC5C4)OC(CC4CCN(CC4)CC(C4=CC=CC=C4)C4=CC=CC=C4)=O)C3=CC21)=O)=O)O